Sodium titanium(IV) triscitrate C(CC(O)(C(=O)[O-])CC(=O)[O-])(=O)[O-].C(CC(O)(C(=O)O)CC(=O)O)(=O)O.C(CC(O)(C(=O)O)CC(=O)[O-])(=O)[O-].[Ti+4].[Na+]